C(C)(C)(C)C1=C(C(=CC=C1)C(C)(C)C)NC(=S)NC1=C(C=CC=C1C(C)C)C(C)C N-(2,6-di-t-butylphenyl)-N'-(2,6-diisopropylphenyl)thiourea